C(C1=CC=CC=C1)OC1=C2C=C(N(C2=CC=C1)C1CCC(CC1)(F)F)C1CCOCC1 4-(benzyloxy)-1-(4,4-difluorocyclohexyl)-2-(tetrahydro-2H-pyran-4-yl)-1H-indole